COC1=CC(=C(C=C1)NS(=O)(=O)C)C N-(4-methoxy-2-methylphenyl)methanesulfonamide